C(C1CO1)N(C1=CC=CC=C1)CC1CO1 N,N-bis(glycidyl)aniline